(E)-4-(((4-(1H-Benzo[d]imidazol-2-yl)phenyl)imino)methyl)-2,6-dibromobenzene-1,3-diol N1C(=NC2=C1C=CC=C2)C2=CC=C(C=C2)\N=C\C2=C(C(=C(C(=C2)Br)O)Br)O